sodium 3-[(2,3-dihydrothieno[3,4-b]-[1,4]dioxin-2-yl) methoxy]-1-fluoro-1-propanesulfonate O1C=2C(OCC1COCCC(S(=O)(=O)[O-])F)=CSC2.[Na+]